C1=C(C=CC2=CC=CC=C12)C1=CC=C(C=C1)B(O)O (4-(naphthalene-2-yl)phenyl)boronic acid